6-(5-chloro-2-fluorophenyl)-8-{1H-pyrrolo[2,3-b]pyridin-5-yl}-2H,3H,4H-pyrido[3,2-b][1,4]oxazine ClC=1C=CC(=C(C1)C=1C=C(C=2OCCNC2N1)C=1C=C2C(=NC1)NC=C2)F